C(C)(C)(C)OC(=O)N1CCC(=CC1)C=1C=C2C(N(CC2=CC1)[C@@H](C=1NC2=CC=CC=C2C1)C1=C(C=CC(=C1)Cl)OC)=O (R)-4-(2-((5-chloro-2-methoxyphenyl)(1H-indol-2-yl)methyl)-3-oxoisoindol-5-yl)-3,6-dihydropyridine-1(2H)-carboxylic acid tert-butyl ester